CCCCC(CC)CN=C(N)NC(=NCCCCCCN=C(N)NC(=NCC(CC)CCCC)N)N bisguanidine